2-methoxy-6-(4-(4-methylpiperazin-1-yl)piperidin-1-yl)pyridin-3-amine COC1=NC(=CC=C1N)N1CCC(CC1)N1CCN(CC1)C